[I-].CN1CC=C(C=C1)C=C N-methyl-4-vinylpyridine iodide